FC=1C=C(C(=O)OC)C=C(C1O)C1=CN=CN1CCO Methyl 3-fluoro-4-hydroxy-5-(1-(2-hydroxyethyl)-1H-imidazol-5-yl)benzoate